(S)-(1-fluorocyclopropyl)(6-(4-(2-((tetrahydro-2H-pyran-4-yl)methoxy)phenyl)piperidin-1-yl)-2-azaspiro[3.4]octan-2-yl)methanone FC1(CC1)C(=O)N1CC2(C1)C[C@H](CC2)N2CCC(CC2)C2=C(C=CC=C2)OCC2CCOCC2